CN(C12CC(C1)(C2)C(=O)NC=2C(=CC=1N=CN=C(C1N2)C=2C(=NN(C2)CC)C2=CC=C(C=C2)F)OC)C 3-(dimethylamino)-N-(4-(1-ethyl-3-(4-fluorophenyl)-1H-pyrazol-4-yl)-7-methoxypyrido[3,2-d]pyrimidin-6-yl)bicyclo[1.1.1]pentane-1-carboxamide